FC=1C=C2C(=CNC2=CC1)C[C@@H](C)NCCC(=O)OC Methyl (R)-3-((1-(5-fluoro-1H-indol-3-yl)propan-2-yl)amino)propanoate